tert-butyl (R)-4-(2-(3-(3-((4-bromobenzyl)(2-ethoxyethyl)carbamoyl)piperidin-1-yl)phenoxy)-2-methylpropanoyl)piperazine-1-carboxylate BrC1=CC=C(CN(C(=O)[C@H]2CN(CCC2)C=2C=C(OC(C(=O)N3CCN(CC3)C(=O)OC(C)(C)C)(C)C)C=CC2)CCOCC)C=C1